C(C)(=O)C=1C(=C(NC1C)C=O)C=1C=NN(C1)C 4-acetyl-5-methyl-3-(1-methyl-1H-pyrazol-4-yl)-1H-pyrrole-2-carbaldehyde